iridium (cyclooctadiene) chloride [Cl-].C1=CC=CCCCC1.[Ir+3].[Cl-].[Cl-]